ethyl (R)-nipecotate N1C[C@H](C(=O)OCC)CCC1